ClC1=C(C=C(C=N1)CN1C[C@@H](CCC1)NC(OC(C)(C)C)=O)CO tert-butyl (R)-(1-((6-chloro-5-(hydroxymethyl)pyridin-3-yl)methyl)piperidin-3-yl)carbamate